N=C1N(CCCN1)C(C(=O)O)C(CC)C 2-(2-imino-1,3-diazinan-1-yl)-3-methylpentanoic acid